N1=CC(=CC=C1)[C@@H]1CNC2(CC2)[C@H]1C#N |r| rac-trans-6-(pyridin-3-yl)-4-azaspiro[2.4]heptane-7-carbonitrile